O[C@@H](C1=CC2=C(C(=NO2)NS(=O)(=O)C2=C(C=CC=C2OC)OC)C(=C1)OC)C=1OC=CN1 N-{6-[(S)-hydroxy(1,3-oxazol-2-yl)methyl]-4-methoxy-1,2-benzooxazol-3-yl}-2,6-dimethoxybenzenesulfonamide